C1CC12CN(CC2)CCCOC=2C(=CC=1C(=C3C(=NC1C2)CCC3)NCC3CC3)OC 6-(3-{5-azaspiro[2.4]heptan-5-yl}propoxy)-N-(cyclopropylmethyl)-7-methoxy-1H,2H,3H-cyclopenta[b]quinolin-9-amine